N1=CC=C(C2=CC=CC=C12)OCCCCCCO 6-(quinolin-4-yloxy)-1-hexanol